pyrrolizidine disodium salt [Na].[Na].C1CCN2CCCC12